BrC1=C(C=C(C=C1C)C1=CC(=NC=C1)OC)C 4-(4-bromo-3,5-dimethyl-phenyl)-2-methoxy-pyridine